NC=1C(=NC(=CC1C)Cl)O 3-amino-6-chloro-4-methylpyridin-2-ol